2-(3,4-Dichlorophenyl)-4-phenylimidazole ClC=1C=C(C=CC1Cl)C=1NC=C(N1)C1=CC=CC=C1